C1(OC=C2C1=CC1=COC(C1=C2)=O)=O furano[3,4-f]isobenzofuran-1,5-dione